calcium-silicon-aluminum-iron oxide, chloride salt [Cl-].[O-2].[Fe+2].[Al+3].[Si+4].[Ca+2]